7-cyclopentyl-2-((4-(2-(4-(4-(2,6-dioxopiperidin-3-yl)benzyl)-piperazin-1-yl)-ethoxy)phenyl)amino)-N,N-dimethyl-7H-pyrrolo[2,3-d]pyrimidine-6-carboxamide C1(CCCC1)N1C(=CC2=C1N=C(N=C2)NC2=CC=C(C=C2)OCCN2CCN(CC2)CC2=CC=C(C=C2)C2C(NC(CC2)=O)=O)C(=O)N(C)C